tert-butyl N-[3-[(2S)-5-(2,5-difluorophenyl)-3-[methoxy(methyl)carbamoyl]-2-phenyl-1,3,4-thiadiazol-2-yl]propyl]carbamate FC1=C(C=C(C=C1)F)C1=NN([C@@](S1)(C1=CC=CC=C1)CCCNC(OC(C)(C)C)=O)C(N(C)OC)=O